O=C1NC(CCC1N1C(C2=CC=C(C=C2C1=O)N1CC(C1)N1CCN(CC1)C(=O)C1=CC=C(C=C1)N1CCC2(C[C@@H](N(C2)C2=CC(=C(C#N)C=C2)F)C)CC1)=O)=O 4-((3S)-8-(4-(4-(1-(2-(2,6-dioxopiperidin-3-yl)-1,3-dioxoisoindolin-5-yl)azetidin-3-yl)piperazine-1-carbonyl)phenyl)-3-methyl-2,8-diazaspiro[4.5]decan-2-yl)-2-fluorobenzonitrile